C(=O)C1=NN(N=C1)C1=CC(=C(C=N1)C#N)C 6-(4-formyl-2H-1,2,3-triazol-2-yl)-4-methylpyridine-3-carbonitrile